diaminobenzyl thioether NC(C1=CC=CC=C1)(N)SC(C1=CC=CC=C1)(N)N